P1[C-]=CC=CC=CC=C1 phosphoninide